ClC1=CC=C(C(=C1C1=C(C(=NC(=N1)NC1=CC(=C(C=C1)C1CCN(CC1)C)C)OC)C(=O)N)C)O (6-chloro-3-hydroxy-2-methylphenyl)-4-methoxy-2-((3-methyl-4-(1-methyl-piperidin-4-yl)phenyl)amino)pyrimidine-5-carboxamide